C1=NC=C(C2=CC=CC=C12)N1C(N(C[C@@H]1C#N)C12CC(C1)(C2)C(F)(F)F)=O (R)-3-(isoquinolin-4-yl)-2-oxo-1-(3-(trifluoromethyl)bicyclo[1.1.1]pentan-1-yl)imidazolidine-4-carbonitrile